CN(CCCNC1=NN(C2=C1C=NC(=C2)C=2C=NN1C2N=CC=C1)C1=C(C=C(C=C1)NS(=O)(=O)C)OC)C N-(4-(3-((3-(dimethylamino)propyl)amino)-6-(pyrazolo[1,5-a]pyrimidin-3-yl)-1H-pyrazolo[4,3-c]pyridin-1-yl)-3-methoxyphenyl)methanesulfonamide